SCCCC(C(OCC)(OCC)OCC)CCCC 3-mercaptopropyl-triethoxyhexane